C1(=CC=C(C=C1)C1(C(=NC2=CC=CC=C12)C1=CC=CC=C1)C1=CC=C2C3(C(=NC2=C1)C1=CC=CC=C1)C1=CC=CC=C1C=1C=CC=CC13)C1=CC=CC=C1 6'-(3-([1,1'-Biphenyl]-4-yl)-2-phenyl-3H-indol-3-yl)-2'-phenylspiro[fluorene-9,3'-indole]